(R)-3-(2-amino-2-phenylethyl)-5-(2-fluoro-3-hydroxyphenyl)-1-(2-fluoro-6-(trifluoromethyl)benzyl)-6-methylpyrimidine-2,4(1H,3H)-dione N[C@@H](CN1C(N(C(=C(C1=O)C1=C(C(=CC=C1)O)F)C)CC1=C(C=CC=C1C(F)(F)F)F)=O)C1=CC=CC=C1